C(N)(=N)C=1C=C(SC1)[C@@H](C)NC(=O)[C@@H]1C[C@H](CN1C(CNC(C1=CC=C(C=C1)OC1=CC=C(C=C1)F)=O)=O)F (3R,5S)-5-(((R)-1-(4-carbamimidoylthiophen-2-yl)ethyl)carbamoyl)-3-fluoro-1-((4-(4-fluorophenoxy)benzoyl)glycyl)pyrrolidin